N-hexyl-N-octylurea C(CCCCC)N(C(=O)N)CCCCCCCC